C(C)(C)(C)OC(=O)NCCCCl N-tert-butoxycarbonyl-3-chloropropylamine